1-(1H-Benzo[d]imidazol-5-yl)-5-(2-chlorophenyl)imidazolidin-2-on N1C=NC2=C1C=CC(=C2)N2C(NCC2C2=C(C=CC=C2)Cl)=O